5-bromo-6-methoxy-1,3-dimethyl-pyrazolo[3,4-b]Pyridine BrC=1C=C2C(=NC1OC)N(N=C2C)C